N1(C=NC=C1)CCCNC(=O)C1=NN2C(N=C(C=C2C=2C=NC=CC2)C2=CC=CC=C2)=C1 N-(3-(1H-imidazol-1-yl)propyl)-5-phenyl-7-(pyridin-3-yl)pyrazolo[1,5-a]pyrimidine-2-carboxamide